p-azido-alpha-cyanocinnamic acid N(=[N+]=[N-])C1=CC=C(C=C(C(=O)O)C#N)C=C1